N-[(S)-(azetidin-3-yl)[6-(4-fluoro-1H-pyrazol-1-yl)pyridin-3-yl]methyl]-4-methoxy-1-{4-methyl-6-[(5-methyl-1H-pyrazol-3-yl)amino]pyrimidin-2-yl}piperidine-4-carboxamide N1CC(C1)[C@H](NC(=O)C1(CCN(CC1)C1=NC(=CC(=N1)C)NC1=NNC(=C1)C)OC)C=1C=NC(=CC1)N1N=CC(=C1)F